ClC=1C=CC(=C(C1)NC(=O)NC1=CC(=CC(=C1)OC(F)(F)F)NCCO)CCO 1-[5-chloro-2-(2-hydroxyethyl)phenyl]-3-[3-(2-hydroxyethylamino)-5-trifluoromethoxyphenyl]urea